CN1C(N(C2=NC(=NC=C12)NC=1C=C2C=CC=NC2=CC1C)[C@@H]1CN(CC1)C)=O (S)-7-Methyl-9-(1-methylpyrrolidin-3-yl)-2-((7-methylchinolin-6-yl)amino)-7,9-dihydro-8H-purin-8-on